5-chloro-6-hydroxy-2-iodo-thieno[2,3-b]pyridine-3-carbonitrile ClC=1C=C2C(=NC1O)SC(=C2C#N)I